(S)-2-(3-(5-((1-cyclopropylethyl)carbamoyl)-1-(oxetan-3-yl)-1H-pyrazol-3-yl)phenyl)-N-(pentan-3-yl)oxazole-5-carboxamide C1(CC1)[C@H](C)NC(=O)C1=CC(=NN1C1COC1)C=1C=C(C=CC1)C=1OC(=CN1)C(=O)NC(CC)CC